sodium uric acid salt N1C(=O)NC=2NC(=O)NC2C1=O.[Na]